4-{[6-(5-chloro-2-fluorophenyl)pyridazin-4-yl]amino}-quinolin-7-yl 2-methyl-2,7-diazaspiro[3.5]nonane-7-carboxylate CN1CC2(C1)CCN(CC2)C(=O)OC2=CC=C1C(=CC=NC1=C2)NC2=CN=NC(=C2)C2=C(C=CC(=C2)Cl)F